N1=C(C=CC=C1)CCN1CCC(CC1)CNC(CC)=O N-({1-[2-(pyridin-2-yl)ethyl]hexahydropyridin-4-yl}methyl)propionamide